FC([C@H]1[C@@](C1)(CO)NC(OC(C)(C)C)=O)F tert-butyl (cis-2-(difluoromethyl)-1-(hydroxymethyl)cyclopropyl)carbamate